FCCNC1=C(C(=O)NC2CCC(CC2)NC2=CC=CC=3N2C=C(N3)C(F)F)C=CC=C1 2-[(2-fluoroethyl)amino]-N-[(1s,4s)-4-{[2-(difluoromethyl)imidazo[1,2-a]pyridin-5-yl]amino}cyclohexyl]benzamide